6-hydroxy-1-methyl-1H-indole-2,3-dicarboxylic acid dimethyl ester COC(=O)C=1N(C2=CC(=CC=C2C1C(=O)OC)O)C